Methyl 7-oxabicyclo[2.2.1]hept-2-ene-2-carboxylate C12C(=CC(CC1)O2)C(=O)OC